OC(C(=O)[O-])O.NCC(=O)[O-].[Al+2] aluminum aminoacetate dihydroxyacetate